tert-butyl (R)-3-((ethoxy carbonyl)amino)pyrrolidine-1-carboxylate C(C)OC(=O)N[C@H]1CN(CC1)C(=O)OC(C)(C)C